C(C)(C)(C)OC(=O)N[C@@H](C(=O)N[C@H](C(C(=O)O)(C)C)C)CC1=CC(=C(C=C1)OC)Cl (S)-3-((R)-2-((tert-butoxycarbonyl)amino)-3-(3-chloro-4-methoxyphenyl)-propionylAmino)-2,2-dimethylbutanoic acid